nickel iron glycerate C(C(O)CO)(=O)[O-].[Fe+2].[Ni+2].C(C(O)CO)(=O)[O-].C(C(O)CO)(=O)[O-].C(C(O)CO)(=O)[O-]